C(C)(C)(C)OC(=O)N([C@@H](CCC=1SC=C(N1)C(=O)N[C@H](C[C@H](C(=O)OC)C)CC1=CC=CC=C1)C(C)C)C Methyl (2R,4R)-4-{[(2-{(3S)-3-[(tert-butoxycarbonyl)(methyl)amino]-4-methylpentyl}-1,3-thiazol-4-yl)carbonyl]amino}-2-methyl-5-phenylpentanoate